C(C)C(C(O)O)CCCC 2-ethylhexandiol